C(CCCCCCCCC=CCCCCCCCCCCCCCCCCC)(=O)O 10-Octacosenoic acid